2-(methylthio)ethan-1-one CSCC=O